bis-(4-hydroxy-2,6-dichloro-3-methoxyphenyl)-methane OC1=C(C(=C(C(=C1)Cl)CC1=C(C(=C(C=C1Cl)O)OC)Cl)Cl)OC